COC=1C(=CC2=C(C3=C(C=CO3)C=C2C1)C=1C=NC(=NC1)N1CC(CCC1)C)OC 6,7-dimethoxy-9-(2-(3-methylpiperidin-1-yl)pyrimidin-5-yl)naphtho[2,3]furan